C[NH-] methanylamide